1-acryloyl-4-(7-chloro-6-phenylquinazolin-4-yl)piperazine-2-carbonitrile C(C=C)(=O)N1C(CN(CC1)C1=NC=NC2=CC(=C(C=C12)C1=CC=CC=C1)Cl)C#N